ClC=1C=C(C=C(C1)NS(=O)(=O)C)NC(=O)C=1SC=C(C1)C1=NC=CC=C1 N-(3-chloro-5-(methylsulfonamido)phenyl)-4-(pyridin-2-yl)thiophene-2-carboxamide